CCCCCCCC\C=C/C\C=C/C\C=C/CC (10z,12z,15z)-octadeca-9,12,15-triene